1,4-diamino-2,3-bis(Trifluoromethyl)benzene Platinum-Rhenium [Re].[Pt].NC1=C(C(=C(C=C1)N)C(F)(F)F)C(F)(F)F